1-(4-(3-(4-bromophenyl)-pent-1-yn-3-yl)thiazol-2-yl)-3-(2-hydroxyethyl)-urea BrC1=CC=C(C=C1)C(C#C)(CC)C=1N=C(SC1)NC(=O)NCCO